1-(3-methyl-2-oxo-2,3-dihydrobenzo[d]oxazol-5-yl)-1H-pyrazole-4-carbaldehyde CN1C(OC2=C1C=C(C=C2)N2N=CC(=C2)C=O)=O